2-(5-bromo-1-methyl-1H-indazol-3-yl)propan-2-ol Benzyl-6-bromo-5-fluoro-3,4-dihydro-1H-isoquinoline-2-carboxylate C(C1=CC=CC=C1)C1N(CCC2=C(C(=CC=C12)Br)F)C(=O)OC(C)(C)C1=NN(C2=CC=C(C=C12)Br)C